2-(((4-(trifluoromethyl)pyridin-3-yl)oxy)methyl)-7-azaspiro[3.5]nonane hydrochloride Cl.FC(C1=C(C=NC=C1)OCC1CC2(C1)CCNCC2)(F)F